C1(OC[C@@H](C)O1)=O |o1:3| (R)- or (S)-propylene carbonate